C(C=C)(=O)N1C2=C(OCC1)C=C(C=C2)/C=C/C=2C=1N(C=C(C2)C=2C=NN(C2)C)N=CC1C#N (E)-4-(2-(4-acryloyl-3,4-dihydro-2H-benzo[b][1,4]oxazin-7-yl)vinyl)-6-(1-methyl-1H-pyrazol-4-yl)pyrazolo[1,5-a]pyridine-3-carbonitrile